ClC1=CNC2=C(C=CC(=C12)Cl)NS(=O)(=O)C=1C=NN(C1)C(C(=O)OC)(C)C methyl 2-[4-[(3,4-dichloro-1H-indol-7-yl)sulfamoyl]pyrazol-1-yl]-2-methylpropanoate